Cl.N1(CCCC1)C1=C(CN2CCN(CC2)C(=O)OC(C(F)(F)F)C(F)(F)F)C=CC(=C1)C(F)(F)F 1,1,1,3,3,3-hexafluoropropan-2-yl 4-(2-(pyrrolidin-1-yl)-4-(trifluoromethyl)benzyl)piperazine-1-carboxylate mono-HCl salt